FC1=CC=C(CC2=CC3=C(OC[C@@H](N3)C)N=C2C(=O)NC[C@H]2COCC2)C=C1 (S)-7-(4-fluorobenzyl)-2-methyl-N-(((S)-tetrahydrofuran-3-yl)methyl)-2,3-dihydro-1H-pyrido[2,3-b][1,4]oxazine-6-carboxamide